C1(CC1)S(=O)(=O)N1N=CC(=C1)C1=NC=CC(=N1)NC1=NC=C(C(=O)NC2=CC(=CC=C2)N2CCN(CC2)C)C(=C1)NC(C)C 6-((2-(1-(cyclopropylsulfonyl)-1H-pyrazol-4-yl)pyrimidin-4-yl)amino)-4-(isopropylamino)-N-(3-(4-methylpiperazin-1-yl)phenyl)nicotinamide